N-(2,6-difluorophenyl)-4-[3-ethyl-4-(2-hydroxyethyl)-5-oxo-4,5-dihydro-1H-1,2,4-triazol-1-yl]-5-fluoro-2-{[(2S)-1,1,1-trifluoropropan-2-yl]oxy}benzamide FC1=C(C(=CC=C1)F)NC(C1=C(C=C(C(=C1)F)N1N=C(N(C1=O)CCO)CC)O[C@H](C(F)(F)F)C)=O